FC=1C=C(C=CC1)C1=CC=NN1C1=NC=2N(C(=C1)N1CCOCC1)N=C(C2)C2=CC=NC=C2 4-(5-(5-(3-fluorophenyl)-1H-pyrazol-1-yl)-2-(pyridin-4-yl)pyrazolo[1,5-a]pyrimidin-7-yl)morpholine